3-chloro-5-isopropyl-8-[(2R,3S)-2-methyl-3-(methylsulfonylmethyl)azetidin-1-yl]isoquinoline ClC=1N=CC2=C(C=CC(=C2C1)C(C)C)N1[C@@H]([C@H](C1)CS(=O)(=O)C)C